CP(C1=CC=C(C=C1)NC1=CN=C2C(=N1)N(N=N2)CC=2C=C1C=CC=NC1=CC2)(C)=O Dimethyl(4-((1-(quinolin-6-ylmethyl)-1H-[1,2,3]triazolo[4,5-b]pyrazin-6-yl)amino)-phenyl)phosphine Oxide